3-cyclopropyl-5-(3,4-difluorophenylcarbonyl)-8-fluoro-N-[6-(4-isopropyl-4H-1,2,4-triazol-3-yl)pyridin-2-yl]-5,6-dihydro-4H-benzo[f]imidazo[1,5-a][1,4]diazepine-9-carboxamide C1(CC1)C=1N=CN2C1CN(CC1=C2C=C(C(=C1)F)C(=O)NC1=NC(=CC=C1)C1=NN=CN1C(C)C)C(=O)C1=CC(=C(C=C1)F)F